C(C)(C)C1=C(C(C)(C)N=C=O)C=CC=C1 isopropyl-α,α-dimethylbenzyl isocyanate